ClC=1C=C(C(=O)NC2=C(C=C(C(=C2)C=2C=NC(=NC2)N2CCOCC2)F)N2CC(CC2)N(C(OC(C)(C)C)=O)C)C=C(C1)Cl tert-butyl N-[1-[2-[(3,5-dichlorobenzoyl) amino]-5-fluoro-4-(2-morpholin-4-ylpyrimidin-5-yl) phenyl] pyrrolidin-3-yl]-N-methylcarbamate